CC1=CC=C(C(=O)OC[C@]2(O[C@H](C[C@@H]2OC(C2=CC=C(C=C2)C)=O)N2C3=NC(=NC(=C3N=C2)N(C(=O)OC(C)(C)C)C(CCC)=O)F)C#C)C=C1 [(2R,3S,5R)-5-[6-[butanoyl(tert-butoxy carbonyl) amino]-2-fluoro-purin-9-yl]-2-ethynyl-3-(4-methylbenzoyl)oxy-tetrahydrofuran-2-yl]methyl 4-methylbenzoate